1-(2-(2-(benzyloxy)ethoxy)ethyl)-1H-pyrazole-4-carboxylic acid C(C1=CC=CC=C1)OCCOCCN1N=CC(=C1)C(=O)O